FC(S(=O)(=O)[O-])(F)F.OCC=1C=C2C=CC(=[N+](C2=CC1)C)C=CC1=CC=NC2=C(C=CC=C12)O 6-Hydroxymethyl-2-[2-(8-Hydroxyquinolin-4-yl)-vinyl]-1-methylquinolinium trifluoromethanesulfonate